BrC1=C2NCC(NC2=CC(=C1)Cl)=O 5-bromo-7-chloro-3,4-dihydroquinoxalin-2(1H)-one